1-methyl-3-((trifluoromethoxy)methyl)-1H-pyrazole-5-carboxylic acid ethyl ester C(C)OC(=O)C1=CC(=NN1C)COC(F)(F)F